1-(Benzo[d][1,3]dioxol-4-yl)-4-nitro-1H-imidazole O1COC2=C1C=CC=C2N2C=NC(=C2)[N+](=O)[O-]